(5-chloro-2-pyrimidin-2-yl-1,2,4-triazol-3-yl)ethylamine ClC=1N=C(N(N1)C1=NC=CC=N1)CCN